N-(2-(2-(4-(benzyloxy)phenoxy)ethoxy)ethyl)propanamide C(C1=CC=CC=C1)OC1=CC=C(OCCOCCNC(CC)=O)C=C1